(1R,4R,7R)-2-{2-[1-(Cyclopropylmethyl)-7-(1,2,3,6-tetrahydropyridin-4-yl)-1H-indol-2-yl]-7-methoxy-1-methyl-1H-1,3-benzodiazol-5-carbonyl}-2-azabicyclo[2.2.1]heptan-7-amin C1(CC1)CN1C(=CC2=CC=CC(=C12)C=1CCNCC1)C1=NC2=C(N1C)C(=CC(=C2)C(=O)N2[C@@H]1CC[C@H](C2)[C@H]1N)OC